C(C)(C)(C)OC(C1=NC(=CC=C1C1=C2C=NN(C2=CC=C1)CC1=CC=CC=C1)N1CC2=C(C=CC=C2CC1)C(NC=1SC2=C(N1)C=CC=C2)=O)=O 6-(8-(benzo[d]thiazol-2-ylcarbamoyl)-3,4-dihydroisoquinolin-2(1H)-yl)-3-(1-benzyl-1H-indazol-4-yl)picolinic acid tert-butyl ester